tert-butyl 2-(4-((5-bromobenzofuran-2-carboxamido) methyl) benzoyl)-1-propylhydrazine-1-carboxylate BrC=1C=CC2=C(C=C(O2)C(=O)NCC2=CC=C(C(=O)NN(C(=O)OC(C)(C)C)CCC)C=C2)C1